3-methoxybenzoylamino-piperazin-1-yl-pyrrolidine-1-carboxylic acid benzyl ester C(C1=CC=CC=C1)OC(=O)N1C(CCC1)(N1CCNCC1)NC(C1=CC(=CC=C1)OC)=O